ethyl (2E)-3-(5-{6-[(1-cyanocyclopropyl)sulfamoyl]-4-[4-(2-methylpropanoyl)piperazin-1-yl]indazol-1-yl}-1,3,4-thiadiazol-2-yl)prop-2-enoate C(#N)C1(CC1)NS(=O)(=O)C1=CC(=C2C=NN(C2=C1)C1=NN=C(S1)/C=C/C(=O)OCC)N1CCN(CC1)C(C(C)C)=O